FC=1C=C(C(=O)N2C(COCC2)C=2N=NN(C2)[C@@H](CC(=O)NO)CC2=CNC3=CC=CC=C23)C=CC1F (3R)-3-[4-[4-(3,4-difluorobenzoyl)morpholin-3-yl]triazol-1-yl]-4-(1H-indol-3-yl)butanehydroxamic acid